BrC1=C(C(=CC=C1)Br)/C=C/C(=O)OCC ethyl (E)-3-(2,6-dibromophenyl)acrylate